C(CCC)OC=1C(=C(C=CC1Cl)B(O)O)F 3-BUTOXY-4-CHLORO-2-FLUOROPHENYLBORONIC ACID